N-[4-(2-chloro-3-methoxy-6-methylphenyl)-[1,2,4]triazolo[4,3-a]1,6-naphthyridin-8-yl]cyclopropanecarboxamide ClC1=C(C(=CC=C1OC)C)C=1C=2N(C3=CC(=NC=C3C1)NC(=O)C1CC1)C=NN2